3-(N-(2-(azepan-1-yl)-5-(trifluoromethyl)phenyl)sulfamoyl)-4-chlorobenzoic acid N1(CCCCCC1)C1=C(C=C(C=C1)C(F)(F)F)NS(=O)(=O)C=1C=C(C(=O)O)C=CC1Cl